6-methoxybenzothiazole COC1=CC2=C(N=CS2)C=C1